L-aspartyl-L-2,5-dihydro-L-phenylalanine methyl ester COC([C@@H](NC([C@@H](N)CC(=O)O)=O)CC=1CC=CCC1)=O